FC(S(=O)(=O)OC1=CC2(C=CC(C1)(O2)CC)CC)(F)F [1,5-diethyl-8-oxabicyclo[3.2.1]octa-2,6-dien-3-yl] trifluoromethanesulfonate